CN(CCN1CCN(CC1)C1=NC2=CC=C(C=C2C(=N1)NCC1=CC=C(C=C1)F)C=1C(=NOC1C)C)C (4-(2-(dimethylamino)ethyl)piperazin-1-yl)-6-(3,5-dimethylisoxazol-4-Yl)-N-(4-fluorobenzyl)quinazolin-4-amine